tantalum-iron [Fe].[Ta]